C(C)ONC(C1=CN=C(C=C1)NC1=NC(=NC=C1)C)=O N-ethoxy-6-((2-methylpyrimidin-4-yl)amino)nicotinamide